C(C1=CC=CC=C1)OC(=O)N[C@H]1CCC2=C(N(C1)C(=O)OCC1=CC=CC=C1)C=NN2C benzyl (S)-6-(((benzyloxy) carbonyl) amino)-1-methyl-5,6,7,8-tetrahydropyrazolo[4,3-b]azepine-4(1H)-carboxylate